C[Si](C)(C)[SiH2]N(CC(C)C)CC(C)C trimethylsilyl-diisobutylaminosilane